CC(C)(C)OC(=O)N(CCOS(=O)(=O)C)CCOS(=O)(=O)C 2,2'-(tert-butoxycarbonylazanediyl)bis(ethane-2,1-diyl) dimethanesulfonate